Bis-(N-Methyl-2,2,6,6-tetramethyl-4-pyridyl) sebacate C(CCCCCCCCC(=O)OC=1CC(N(C(C1)(C)C)C)(C)C)(=O)OC=1CC(N(C(C1)(C)C)C)(C)C